2-[[4-amino-8-(cis-4-aminocyclohexoxy)-5,5-dimethyl-6H-benzo[h]quinazolin-7-yl]-ethyl-amino]ethanol NC1=NC=NC=2C3=C(CC(C12)(C)C)C(=C(C=C3)O[C@@H]3CC[C@@H](CC3)N)N(CCO)CC